N-(5-((5-chloropyridin-2-yl)methoxy)-1,3,4-thiadiazol-2-yl)-2-(2-methoxyphenyl)-1,6-naphthyridine-3-carboxamide ClC=1C=CC(=NC1)COC1=NN=C(S1)NC(=O)C=1C(=NC2=CC=NC=C2C1)C1=C(C=CC=C1)OC